(S)-1-(4-(6-fluoro-7-(8-chloronaphthalen-1-yl)-2-((tetrahydro-1H-pyrrolizin-7a(5H)-yl)methoxy)quinazolin-4-yl)-3-methylpiperazin-1-yl)prop-2-en-1-one FC=1C=C2C(=NC(=NC2=CC1C1=CC=CC2=CC=CC(=C12)Cl)OCC12CCCN2CCC1)N1[C@H](CN(CC1)C(C=C)=O)C